2-(2,6-dioxopiperidin-3-yl)-6-fluoro-4-((4-(piperidin-1-ylmethyl)benzyl)thio)isoindoline O=C1NC(CCC1N1CC2=CC(=CC(=C2C1)SCC1=CC=C(C=C1)CN1CCCCC1)F)=O